C(C1=CC=CC=C1)N(C1=NC=NC(=C1N)NC1CCC2(OCCO2)CC1)CC1=CC=CC=C1 N4,N4-dibenzyl-N6-(1,4-dioxaspiro[4.5]decan-8-yl)pyrimidine-4,5,6-triamine